6,8-difluoro-3,3-dimethyl-1,2,3,3a,4,9-hexahydropyrrolo[2,1-b]quinazolin-9-one FC=1C=C(C=2C(N3C(NC2C1)C(CC3)(C)C)=O)F